3,4-Dichloro-7-(1-(tetrahydro-2H-pyran-2-yl)-1H-pyrazol-5-yl)quinolin-2-amine ClC=1C(=NC2=CC(=CC=C2C1Cl)C1=CC=NN1C1OCCCC1)N